COC=1C(CCCC1)=O 2-methoxycyclohexen-1-one